C(#N)C1=CC=C2C=3C(C4=C(C(C3NC2=C1)(C)C)C=C(C(=C4)CC)N4CCC(CC4)CCCCN4C[C@@H](CC4)NC(OC(C)(C)C)=O)=O tert-butyl N-[(3R)-1-[4-(1-{3-cyano-9-ethyl-6,6-dimethyl-11-oxo-5H,6H,11H-benzo[b]carbazol-8-yl}piperidin-4-yl)butyl]pyrrolidin-3-yl]carbamate